2-((4-(4-chloro-5-(pyrrolidin-1-yl)pyridin-3-yl)-1H-1,2,3-triazol-1-yl)methyl)Imidazo[1,2-a]pyridine-6-carbaldehyde ClC1=C(C=NC=C1N1CCCC1)C=1N=NN(C1)CC=1N=C2N(C=C(C=C2)C=O)C1